phosphonate potassium salt [K+].P([O-])([O-])=O.[K+]